1-(2,6-dimethylpyridin-3-yl)-N-{[5-(2H-1,2,3-triazol-2-yl)pyridin-2-yl]methyl}-1H-1,2,3-triazole-4-carboxamide CC1=NC(=CC=C1N1N=NC(=C1)C(=O)NCC1=NC=C(C=C1)N1N=CC=N1)C